diPropylene glycol monomethyl ether acetate C(C)(=O)OCC(OCC(C)OC)C